8-((tert-butyldimethylsilyl)oxy)-5-(4,4,5,5-tetramethyl-1,3,2-dioxaborolan-2-yl)quinoline [Si](C)(C)(C(C)(C)C)OC=1C=CC(=C2C=CC=NC12)B1OC(C(O1)(C)C)(C)C